6-(2,5-dihydrofuran-3-yl)-N2-((1R,3s,5S)-9-(ethylsulfonyl)-9-azabicyclo[3.3.1]nonan-3-yl)-5-fluoro-N2-methyl-N4-(5-methyl-1H-pyrazol-3-yl)pyrimidine-2,4-diamine O1CC(=CC1)C1=C(C(=NC(=N1)N(C)C1C[C@H]2CCC[C@@H](C1)N2S(=O)(=O)CC)NC2=NNC(=C2)C)F